C(C)(C)(C)OC(=O)N1CC(OCC1)CNC1=C(N=NC(=C1)Cl)C(NCC1=CC=CC=C1)=O.ClC1=CC(=C(C=C1S)N1C(C2=CC=CC=C2C1)=O)F 2-(4-chloro-2-fluoro-5-mercaptophenyl)isoindol-1-one tert-butyl-2-((3-(benzylcarbamoyl)-6-chloropyridazin-4-ylamino)methyl)morpholine-4-carboxylate